(S)-N-(1-amino-3-methyl-1-oxobutan-2-yl)-2-methyl-5-((4-methylthiazol-5-yl)methoxy)benzofuran-3-carboxamide NC([C@H](C(C)C)NC(=O)C1=C(OC2=C1C=C(C=C2)OCC2=C(N=CS2)C)C)=O